Ethyl-4-amino-3-chloro-5-fluoro-6-(7-fluoro-1H-indol-6-yl)pyridine-2-carboxylat C(C)OC(=O)C1=NC(=C(C(=C1Cl)N)F)C1=CC=C2C=CNC2=C1F